CC(C#N)(C)C1=NC=CC(=C1)C=1C=NC2=CC=C(N=C2C1)C=1C(=NNC1)C1=NC(=CC=C1)C 2-methyl-2-[4-[6-[3-(6-methyl-2-pyridyl)-1H-pyrazol-4-yl]-1,5-naphthyridin-3-yl]-2-pyridyl]propanenitrile